(R)-tert-Butyl (1-((4-bromophenyl)amino)-1-oxo-3-phenylpropan-2-yl)carbamate BrC1=CC=C(C=C1)NC([C@@H](CC1=CC=CC=C1)NC(OC(C)(C)C)=O)=O